2-ketoazetidine O=C1NCC1